4-[(6R)-2-(5-Fluoro-2-pyridyl)-6-methyl-5,6-dihydro-4H-pyrrolo[1,2-b]pyrazol-3-yl]-6-methyl-1H-pyrazolo[3,4-b]pyridine FC=1C=CC(=NC1)C=1C(=C2N(N1)[C@@H](CC2)C)C2=C1C(=NC(=C2)C)NN=C1